COCC=1C(=NNC1C1=CN=NC=C1)NC(C=CC1=CC(=C(C(=C1)F)F)F)=O N-(4-(Methoxymethyl)-5-(pyridazin-4-yl)-1H-pyrazol-3-yl)-3-(3,4,5-trifluorophenyl)propenamide